(R)-5-(1-(3,5-Dichloropyridin-4-yl)ethoxy)-N-(1-Ethyl-1H-Pyrazol-4-yl)-1H-Indazol-3-Carboxamid ClC=1C=NC=C(C1[C@@H](C)OC=1C=C2C(=NNC2=CC1)C(=O)NC=1C=NN(C1)CC)Cl